C(C)(C)(C)OC(NCCOC1=CC2=C(N=C(S2)Br)C(=C1F)F)=O (2-((2-bromo-4,5-difluorobenzo[d]thiazol-6-yl)oxy)ethyl)carbamic acid tert-butyl ester